CC(=CC=O)CCC=C(CC)C 3,7-dimethyl-non-2,6-dienal